tripropylene glycol mono-tertiary butyl ether C(C)(C)(C)OC(C)COC(C)COC(C)CO